(+)-4-(4-{[2,4-Bis(trifluoromethyl)phenoxy]methyl}-3-methoxyphenyl)-2H,4H,5H,6H,7H-pyrazolo[3,4-b]pyridin-6-on FC(C1=C(OCC2=C(C=C(C=C2)C2C=3C(NC(C2)=O)=NNC3)OC)C=CC(=C1)C(F)(F)F)(F)F